BrC1=CC=CC(=N1)C1=CN=C2N1C=C(C(=C2)OC)C2CC2 3-(6-bromo-2-pyridyl)-6-cyclopropyl-7-methoxy-imidazo[1,2-a]pyridine